CC(=O)C1C(O)=CC=CC=1O 2,6-dihydroxyacetophenone